[(1S,2R,3S,4S,5R,6S)-3,4-diacetoxy-5-[(3R,6S)-3-azido-6-[(1S)-1-[benzyloxycarbonyl(methyl)amino]ethyl]tetrahydropyran-2-yl]oxy-2,6-bis(benzyloxycarbonylamino)cyclohexyl] acetate C(C)(=O)O[C@@H]1[C@H]([C@@H]([C@H]([C@@H]([C@H]1NC(=O)OCC1=CC=CC=C1)OC1O[C@@H](CC[C@H]1N=[N+]=[N-])[C@H](C)N(C)C(=O)OCC1=CC=CC=C1)OC(C)=O)OC(C)=O)NC(=O)OCC1=CC=CC=C1